cyclopropyl-oleic acid C1(CC1)C(C(=O)O)CCCCCC\C=C/CCCCCCCC